CN1N=C(C2=CC=C(C=C12)C1CCN(CC1)C(=O)OC(C)(C)C)C1(C(NC(CC1)=O)=O)C tert-butyl 4-[1-methyl-3-(3-methyl-2,6-dioxo-3-piperidyl) indazol-6-yl]piperidine-1-carboxylate